N-phenyl-2-(phenylamino)acetamide C1(=CC=CC=C1)NC(CNC1=CC=CC=C1)=O